vinylphenyl sulfoxide C(=C)S(=O)C1=CC=CC=C1